CC=1N(C=CN1)CC1=CC=C(O1)C=[N+](C1=CC=CC=C1)[O-] 1-(5-((2-methyl-1H-imidazol-1-yl)methyl)furan-2-yl)-N-phenylmethaneimine oxide